ClC=1C=2N(C=CC1C=1C=C3C(=NC1)N(C=C3)CC3CC3)C(=NN2)CC2CC2 8-chloro-3-(cyclopropylmethyl)-7-[1-(cyclopropylmethyl)-1H-pyrrolo[2,3-b]-pyridin-5-yl]-1,2,4-triazolo[4,3-a]pyridine